N-decyl-naphthylamine C(CCCCCCCCC)NC1=CC=CC2=CC=CC=C12